2-aminopyridine-3-carbonitrile NC1=NC=CC=C1C#N